OC1=C(C2=CC=CC=C2C=C1)C=NC1=C(C(=O)NC(C)C2=CC=CC=C2)C=CC=C1 2-[(2-hydroxynaphthalen-1-yl)methylideneamino]-N-(1-phenylethyl)benzamide